N-(5-iodoquinolin-8-yl)-2-methylbut-3-enamide IC1=C2C=CC=NC2=C(C=C1)NC(C(C=C)C)=O